methyl 2-chloro-4-iodo-1-methyl-6-oxo-1,6-dihydropyridine-3-carboxylate ClC=1N(C(C=C(C1C(=O)OC)I)=O)C